C(CCCC)O[C@H]1[C@@H](O[C@@H]([C@H]1O)CO)N1C=NC=2C(N)=NC=NC12 2'-O-pentyladenosine